8-Bromo-7-methyl-6-(trifluoromethyl)imidazo[1,2-a]pyridine BrC=1C=2N(C=C(C1C)C(F)(F)F)C=CN2